BrC=1C=C(C=C2C=CC(NC12)=O)[N+](=O)[O-] 8-bromo-6-nitroquinoline-2(1H)-one